NCCN(C)CC1=NN2C(CN(CC2)C(=O)C2CCCC2)=C1C1CCC(CC1)(COC)COC (2-(((2-aminoethyl)(methyl)-amino)methyl)-3-(4,4-bis-(methoxymethyl)cyclohexyl)-6,7-dihydropyrazolo[1,5-a]-pyrazin-5(4H)-yl)-(cyclopentyl)methanone